C1(CC1)C=1N=CC=2C=C3C(=C(C2C1)S(=O)(=O)NCC(C)(C)F)C[C@@H](C3)NC=3C(=NC=NC3)OC3CCOCC3 (7R)-3-cyclopropyl-N-(2-fluoro-2-methylpropyl)-7-[[4-(oxacyclohex-4-yloxy)pyrimidin-5-yl]amino]-7,8-dihydro-6H-cyclopenta[g]isoquinoline-5-sulfonamide